C(C)(C)(C)C=1C=C(C=C(C1O)C(C)(C)C)CCC(=O)NC=1SC(=NN1)S 3-(3,5-di-tert-butyl-4-hydroxyphenyl)-N-(5-mercapto-1,3,4-thiadiazol-2-yl)propanamide